3,4-dihydroxy-4'-nitro-trans-stilbene OC=1C=C(C=CC1O)\C=C\C1=CC=C(C=C1)[N+](=O)[O-]